OC=1C=C(C(=O)O[C@H]2[C@H](OC3=CC(=CC(=C3C2)O)O)C2=CC(=C(C(=C2)O)O)O)C=C(C1OC)O (2R,3R)-5,7-dihydroxy-2-(3,4,5-trihydroxyphenyl)chroman-3-yl 3,5-dihydroxy-4-methoxybenzoate